(4-amino-1-(4-aminobenzyl)-1H-imidazo[4,5-c]quinolin-2-yl)methanol NC1=NC=2C=CC=CC2C2=C1N=C(N2CC2=CC=C(C=C2)N)CO